3-lauryloxypropanal C(CCCCCCCCCCC)OCCC=O